1-(5-chloro-1H-indol-3-yl)-3-(3-chloro-4-(trifluoromethoxy)phenyl)urea ClC=1C=C2C(=CNC2=CC1)NC(=O)NC1=CC(=C(C=C1)OC(F)(F)F)Cl